C1=C(C=CC2=CC=CC=C12)C1=C2NC=C(C[C@H](N)C(=O)O)C2=CC=C1 7-(naphth-2-yl)-L-tryptophan